10-[(E)-2-ethoxyethenyl]-1,5-dimethyl-3,4-dihydro-2H-[1,4]diazepino[2,3-c]cinnoline C(C)O/C=C/C1=CC=2C3=C(N=NC2C=C1)N(CCCN3C)C